1,2-di(3-aminophenoxy)ethane NC=1C=C(OCCOC2=CC(=CC=C2)N)C=CC1